5-(3-((3R,4S)-4-(4-amino-3-(4-phenoxyphenyl)-1H-pyrazolo[3,4-d]pyrimidin-1-yl)-3-fluoropiperidin-1-yl)-[1,3'-biazetidin]-1'-yl)-2-(2,6-dioxopiperidin-3-yl)isoindoline-1,3-dione NC1=C2C(=NC=N1)N(N=C2C2=CC=C(C=C2)OC2=CC=CC=C2)[C@@H]2[C@@H](CN(CC2)C2CN(C2)C2CN(C2)C=2C=C1C(N(C(C1=CC2)=O)C2C(NC(CC2)=O)=O)=O)F